N1=C(C=CC=2CCCNC12)CCCN1CC(C1)C(=O)NC[C@@H](C(=O)O)NS(=O)(=O)C1=C(C=C(C=C1C)C)C (S)-3-(1-(3-(5,6,7,8-tetrahydro-1,8-naphthyridin-2-yl)propyl)azetidine-3-carboxamido)-2-(2,4,6-trimethylphenylsulphonamido)propionic acid